1-[5-fluoro-2-(4-methylpiperazin-1-yl)pyrimidin-4-yl]-N-(2-{imidazo[1,2-a]pyridin-3-yl}prop-2-yl)-3-methylazetidine-3-carboxamide FC=1C(=NC(=NC1)N1CCN(CC1)C)N1CC(C1)(C(=O)NC(C)(C)C1=CN=C2N1C=CC=C2)C